Cl.O1C=CN=CC=C1O [1,4]oxazepin-7-ol hydrochloride